FC1=C(C(=CC(=C1)N1CCOCC1)F)NC(CC1=CC(=CC=C1)F)=O N-(2,6-Difluoro-4-morpholin-4-yl-phenyl)-2-(3-fluoro-phenyl)-acetamide